(3S)-3-(3',3'-difluoro-1'-((1-methyl-1H-indazol-6-yl)methyl)-6-oxo-6,8-dihydro-2H,7H-spiro[furo[2,3-e]isoindole-3,4'-piperidin]-7-yl)piperidine-2,6-dione FC1(CN(CCC12COC1=C3CN(C(C3=CC=C12)=O)[C@@H]1C(NC(CC1)=O)=O)CC1=CC=C2C=NN(C2=C1)C)F